C(C1=CC=CC=C1)N1CC(CCC1)C1=CC=NC=2N1N=C(C2)Cl 7-(1-Benzylpiperidin-3-yl)-2-chloropyrazolo[1,5-a]pyrimidin